C(=CC1=CC=CC=C1)S(=O)(=O)[O-].[Na+].CC=CC1=CC=CC=C1 methylstyrene sodium styrenesulfonate